(2-(ethylamino)-4-methoxyphenyl)-5,6,7,8-tetrahydronaphthalen-2-ol C(C)NC1=C(C=CC(=C1)OC)C1=C(C=CC=2CCCCC12)O